(4-(2,2-Diethoxyethoxy)phenyl)(3-(2-fluoro-4-(trifluoromethyl)phenyl)-7-hydroxyquinolin-4-yl)methanone methyl-(2S,3R)-3-cyclopropyl-3-hydroxy-2-(((4-nitrophenyl)sulfonyl)oxy)propanoate COC([C@H]([C@H](O)C1CC1)OS(=O)(=O)C1=CC=C(C=C1)[N+](=O)[O-])=O.C(C)OC(COC1=CC=C(C=C1)C(=O)C1=C(C=NC2=CC(=CC=C12)O)C1=C(C=C(C=C1)C(F)(F)F)F)OCC